dihydrobenzo[b][1,4]diazepin-2-one N1C2=C(N=CCC1=O)C=CC=C2